1-((trans-4-propylcyclohexyl)methoxy)-4-pentyloxy-2,3-difluorobenzene C(CC)[C@@H]1CC[C@H](CC1)COC1=C(C(=C(C=C1)OCCCCC)F)F